C(C)(C)(C)C1N(CCC(C1)C=1C=NC(=NC1)F)C1CN(CCC1)C(=O)O[C@@H]1CNCC[C@H]1N1CC2=CC=CC=C2CC1 trans-4-(3,4-dihydroisoquinolin-2(1H)-yl)piperidin-3-ol Tert-butyl-4-(2-fluoropyrimidin-5-yl)-[1,3'-bipiperidine]-1'-carboxylate